COC(N(OC)C1=C(C=CC=C1)COC1=NN(C(=C1C)C1=CC=CC=C1)C)=O methyl-N-[2-[(1,4-dimethyl-5-phenyl-pyrazol-3-yl)oxyl methyl] phenyl]-N-methoxy-carbamate